FC1=CC=C(C=C1)C(CCOC)C1CCN(CC1)C(=O)OC(C)(C)C tert-Butyl 4-[1-(4-fluorophenyl)-3-methoxy-propyl]piperidine-1-carboxylate